(E)-methyl 2-(2-(((8-(bis(tert-butylthio) methyl)-2-oxo-2H-benzopyran-7-yl) oxy) methyl) phenyl)-3-methoxypropenoate C(C)(C)(C)SC(C1=C(C=CC=2C=CC(OC21)=O)OCC2=C(C=CC=C2)/C(/C(=O)OC)=C\OC)SC(C)(C)C